C(=O)[O-].C[N+](CC(C)O)(C)C trimethyl-(2-hydroxypropyl)ammonium formate